NC1=C(C=C(C=C1C)C(C(F)(F)F)(C(F)(F)F)C1=CC(=C(C(=C1)C)N)C)C 2,2-bis(4-amino-3,5-dimethylphenyl)hexafluoropropane